[4-chloro-3-(trifluoromethyl)phenyl]methanone ClC1=C(C=C(C=C1)C=O)C(F)(F)F